C1(CC1)C=1C(=NC(=CN1)C)C(=O)N cyclopropyl-6-methyl-pyrazine-2-carboxamide